2-((3-(4-(trifluoromethoxy)benzyl)-1,2,4-oxadiazol-5-yl)methyl)acrylic acid FC(OC1=CC=C(CC2=NOC(=N2)CC(C(=O)O)=C)C=C1)(F)F